ClC1=C(C=CC(=C1)OC)C1(C(CCCC1)=O)[N+](=O)[O-] 2-(2-chloro-4-methoxyphenyl)-2-nitrocyclohexanone